FC1=CC(=NC=C1)NC(=O)C1CC1 N-(4-fluoropyridin-2-yl)cyclopropanecarboxamide